COC(=O)C1C(N(N=C(C1)C1=CC=C(C=C1)Cl)C=1C=NN(C1)C)=O 6-(4-chlorophenyl)-2-(1-methyl-1H-pyrazol-4-yl)-3-oxo-2,3,4,5-tetrahydropyridazine-4-carboxylic acid methyl ester